[Br-].C[Si](O[Si](O[Si](C)(C)C)(O[Si](C)(C)C)CCCNC(CCCCC=O)[N+](C)(C)CCOCCOC)(C)C ((3-(1,1,1,5,5,5-hexamethyl-3-((trimethylsilyl)oxy)trisiloxan-3-yl)propyl)amino)-N-(2-(2-methoxyethoxy)ethyl)-N,N-dimethyl-6-oxohexan-1-aminium bromide